C[Si](N)(N)C 1,1-dimethylsilanediamine